C1CCC(CC1)NC2=CC=C(C=C2)NC3=CC=CC=C3 N-phenyl-N'-cyclohexyl-p-phenylenediamine